FC1=CC=C(C=C1)C(C(=O)C1=C2C(=C(N(C2=CC=C1OC)C1=CC=C(C=C1)OC)C1=CC=C(C=C1)F)O)=O 1-(4-fluorophenyl)-2-(2-(4-fluorophenyl)-3-hydroxy-5-methoxy-1-(4-methoxyphenyl)-1H-indol-4-yl)ethane-1,2-dione